N-[2-bromo-4-(1,1,1,2,3,3,3-heptafluoropropan-2-yl)-6-(trifluoromethyl)phenyl]-3-[N-(cyclopropylmethyl)-4-cyanobenzoylamino]-2-fluorobenzamide BrC1=C(C(=CC(=C1)C(C(F)(F)F)(C(F)(F)F)F)C(F)(F)F)NC(C1=C(C(=CC=C1)N(CC1CC1)C(C1=CC=C(C=C1)C#N)=O)F)=O